tert-butyl 7-ethyl-6-((5-(trifluoromethyl)-4-(trimethylstannyl)pyrimidin-2-yl)amino)-3,4-dihydroisoquinoline-2(1H)-carboxylate C(C)C1=C(C=C2CCN(CC2=C1)C(=O)OC(C)(C)C)NC1=NC=C(C(=N1)[Sn](C)(C)C)C(F)(F)F